(R)-4-(2-(1H-indol-4-yl)-7-(methylsulfonyl)thieno[3,2-d]pyrimidin-4-yl)-3-methylmorpholine N1C=CC2=C(C=CC=C12)C=1N=C(C2=C(N1)C(=CS2)S(=O)(=O)C)N2[C@@H](COCC2)C